4,4'-diamino-2,2-dicyclohexylpropane NC1CCC(CC1)C(C)(C)C1CCC(CC1)N